methyl 2-oxo-3-azabicyclo[3.1.0]hexane-1-carboxylate O=C1C2(CC2CN1)C(=O)OC